ClC=1C=C(C=CC1C#N)NS(=O)(=O)C1=CNC(=C1)C1=C(C=CC=C1)F N-(3-chloro-4-cyano-phenyl)-5-(2-fluorophenyl)-1H-pyrrole-3-sulfonamide